O1C(C1)COC1=CC=C(C=C1)C1C=CC(CC1)C1=CC=C(C=C1)OCC1OC1 1,4-bis{4-(oxiranylmethoxy)phenyl}-2-cyclohexene